C(C(=C)C)(=O)O.C(CCCCCCCCCCCCCCCCC)N stearylamine methacrylate